(benzyloxy)-3-methylbicyclo[4.2.0]oct-1(6),2,4-trien-7-ol C(C1=CC=CC=C1)OC=1C=2CC(C2C=CC1C)O